O=C1NC(CCC1NC(=O)[C@@H]1CNCC1)=O (3S)-N-(2,6-dioxo-3-piperidinyl)-3-pyrrolidinecarboxamide